5-[5-Hydroxy-1,2,3,3a,4,5,6,6a-octahydropentalen-2-yl]-N-(3-chloro-4-fluorophenyl)-2-(ethylamino)-3-methyl-4-imidazolecarboxamide OC1CC2CC(CC2C1)C1=C(N(C(=N1)NCC)C)C(=O)NC1=CC(=C(C=C1)F)Cl